NCC(CN1N=CN(C1=O)CC=1SC=C(C1)C=1C=NC(=CC1)N(C)C)=C(F)F 2-[2-(aminomethyl)-3,3-difluoro-allyl]-4-[[4-[6-(dimethylamino)-3-pyridyl]-2-thienyl]methyl]-1,2,4-triazol-3-one